(R)-4-methylpentan-2-yl (1-methyl-4-(6-methyl-5-(methylsulfonamido) pyridin-2-yl)-1H-1,2,3-triazol-5-yl)carbamate CN1N=NC(=C1NC(O[C@H](C)CC(C)C)=O)C1=NC(=C(C=C1)NS(=O)(=O)C)C